C(C(C)(C)C)(=O)OC1CN(CC=C1)CC=1SC=CC1 1-(thiophen-2-ylmethyl)-1,2,3,6-tetrahydropyridin-3-yl pivalate